2-(4-fluorophenyl)-2-(1-(octahydrocyclopenta[c]pyrrole-2-carbonyl)piperidin-4-ylidene)acetonitrile FC1=CC=C(C=C1)C(C#N)=C1CCN(CC1)C(=O)N1CC2C(C1)CCC2